4-(4-Chlorobenzyl)-N,N-dimethylnaphthalen-1-amine ClC1=CC=C(CC2=CC=C(C3=CC=CC=C23)N(C)C)C=C1